C1(CC1)CCN1N=NC=C1C(=O)O 1-(cyclopropyl-ethyl)-1H-1,2,3-triazole-5-carboxylic acid